lauroyl-arginine ethyl ester methyl-p-hydroxybenzoate COC(C1=CC=C(C=C1)O)=O.C(C)OC([C@@H](NC(CCCCCCCCCCC)=O)CCCNC(N)=N)=O